BrC=1C=C2N(N=CC=C2N2CC3CCC(C2)N3C3CC(C3)C#N)C1 3-(3-(6-bromopyrrolo[1,2-b]pyridazin-4-yl)-3,8-diazabicyclo[3.2.1]octan-8-yl)cyclobutane-1-carbonitrile